(1-(3-methoxypropyl)-1H-pyrazol-3-yl)ethan-1-amine COCCCN1N=C(C=C1)C(C)N